NC1=NC=2C=CC(=CC2C2=C1C=NN2C)C(=O)N(N(C([2H])([2H])[2H])C(=O)C2CC2)CC2=NC=C(C=C2)C(F)(F)F 4-amino-N'-(cyclopropanecarbonyl)-1-methyl-N'-(methyl-d3)-N-((5-(trifluoromethyl)pyridin-2-yl)methyl)-1H-pyrazolo[4,3-c]quinoline-8-carbohydrazide